O1C[C@H](CCC1)C1=C(C=C(C=C1)C1=NNC(OC1)=O)C(F)(F)F |r| (rac)-5-{4-[Oxan-3-yl]-3-(trifluoromethyl)phenyl}-3,6-dihydro-2H-1,3,4-oxadiazin-2-one